4-methyl-1-(5-(quinazolin-5-ylthio)-1H-imidazo[4,5-b]pyrazin-2-yl)piperidin-4-amine CC1(CCN(CC1)C1=NC=2C(=NC=C(N2)SC2=C3C=NC=NC3=CC=C2)N1)N